FC=1C=C(C=CC1C(C)(C)O)S(=O)(=O)N 3-fluoro-4-(2-hydroxypropan-2-yl)benzenesulfonamide